Pyrrolidine-ol N1(CCCC1)O